2,6,8-trimethyl-3,6-dihydropyrido[2,3-g]quinazoline-4,7-dione CC1=NC2=CC3=C(C=C2C(N1)=O)N(C(C(=C3)C)=O)C